C(C)(C)(CC)OC(=O)N1CCC(CC1)O N-t-pentoxycarbonyl-4-hydroxypiperidine